(E)-4-(1,2-diphenylvinyl)-N-ethyl-6-methyl-7-oxo-6,7-dihydro-1H-pyrrolo[2,3-c]pyridine-2-carboxamide C1(=CC=CC=C1)/C(=C\C1=CC=CC=C1)/C=1C2=C(C(N(C1)C)=O)NC(=C2)C(=O)NCC